C(#N)[C@H](CC1=CC=C(C=C1)C=1C=CC2=C(N(C(O2)=O)C)C1)NC(=O)C1CNCCCC(C1)O N-[(1S)-1-cyano-2-[4-(3-methyl-2-oxo-2,3-dihydro-1,3-benzoxazol-5-yl)phenyl]ethyl]-5-hydroxyazocane-3-carboxamide